1-(azepan-1-yl)dodecan-1-one N1(CCCCCC1)C(CCCCCCCCCCC)=O